N-(5-FORMYL-2-METHOXY-PHENYL)-ACETAMIDE C(=O)C=1C=CC(=C(C1)NC(C)=O)OC